C(C)C=1C=C(C(NC1)(C(=O)[O-])F)OCC(F)(F)F 5-Ethyl-2-fluoro-3-(2,2,2-trifluoroethoxy)pyridineAt